(S,E)-6-(6,7-dihydroxy-3,7-dimethyloct-2-en-1-yl)-5-hydroxy-7-(methoxymethoxy)-2-phenyl-4H-chromen-4-one O[C@@H](CC/C(=C/CC=1C(=C2C(C=C(OC2=CC1OCOC)C1=CC=CC=C1)=O)O)/C)C(C)(C)O